FC1(C2(CC2)CCN(C1)C1=CN=C2C(=N1)N(N=C2)CC(=O)NC2=CC=1N(C=C2)N=CN1)F 2-[6-(4,4-difluoro-6-azaspiro[2.5]octan-6-yl)-1H-pyrazolo[3,4-b]pyrazin-1-yl]-N-([1,2,4]triazolo[1,5-a]pyridin-7-yl)acetamide